cis-1-methyl-3-[(9Z,12Z)-octadeca-9,12-dien-1-yloxy]-4-(octyloxy)pyrrolidine CN1C[C@H]([C@H](C1)OCCCCCCCC)OCCCCCCCC\C=C/C\C=C/CCCCC